C(C(C)C)N1CCC(CC1)N1CCC(CC1)C=1C=C(C2=C(NC(=N2)C2=CC=C(C=C2)OC(F)(F)F)C1)C 6-(1'-isobutyl-[1,4'-bipiperidin]-4-yl)-4-methyl-2-(4-(trifluoromethoxy)phenyl)-1H-benzo[d]imidazole